FC=1C=C(CNC(=O)C=2C(C(=C3N(C[C@@H]4N(C3=O)[C@H]3CC[C@@H]4C3)C2)O)=O)C=CC1F (1R,4S,12aR)-N-(3,4-difluorobenzyl)-7-hydroxy-6,8-dioxo-1,2,3,4,6,8,12,12a-octahydro-1,4-methanodipyrido[1,2-a:1',2'-d]pyrazine-9-carboxamide